[Na+].C(CCC(=O)[O-])(=O)[O-].C(CCC(=O)[O-])(=O)[O-].[Na+].[Na+].[Na+] disuccinic acid sodium salt